rac-(3R,4R)-1-cyclopropylmethyl-4-{[3-(2,4-difluoro-phenyl)-isoxazole-5-carbonyl]-amino}-piperidine-3-carboxylic acid C1(CC1)CN1C[C@H]([C@@H](CC1)NC(=O)C1=CC(=NO1)C1=C(C=C(C=C1)F)F)C(=O)O |r|